NC1=NNC2=C3C(=C(C=C12)NC(C1=CC(=CC(=C1)C(F)(F)F)F)=O)C(NC3=O)C3=C(C=CC(=C3)F)Cl N-(3-amino-6-(2-chloro-5-fluorophenyl)-8-oxo-1,6,7,8-tetrahydropyrrolo[3,4-g]indazol-5-yl)-3-fluoro-5-(trifluoromethyl)benzamide